4-(methoxymethyl)cyclohexanone COCC1CCC(CC1)=O